NCCN1C(C(N(CC1)C(=O)NC(C(=O)N[C@@H]1B(OC2=C(C1)C=CC=C2C(=O)O)O)C2=CC=C(C=C2)P(=O)(O)O)=O)=O (3R)-3-(2-(4-(2-aminoethyl)-2,3-dioxopiperazine-1-carboxamido)-2-(4-phosphonophenyl)acetamido)-2-hydroxy-3,4-dihydro-2H-benzo[e][1,2]oxaborinine-8-carboxylic acid